O1CC(C1)COS(=O)(=O)C1=CC=C(C=C1)C oxetane-3-ylmethyl-4-methylbenzenesulfonate